C1(CC1)N1N=C(C(=C1)C1=NC=NC2=CC(=C(C=C12)C(C)O)OCC)C1=CC=CC=C1 1-(4-(1-cyclopropyl-3-phenyl-1H-pyrazol-4-yl)-7-ethoxyquinazolin-6-yl)ethan-1-ol